2-[4-(4-Chlorophenyl)-5-(1H-pyrrolo[2,3-b]pyridin-4-yl)imidazol-1-yl]-1-piperazin-1-yl-ethanone ClC1=CC=C(C=C1)C=1N=CN(C1C1=C2C(=NC=C1)NC=C2)CC(=O)N2CCNCC2